dibenzyl (4-hydroxy-3-(hydroxymethyl)phenyl)phosphonate OC1=C(C=C(C=C1)P(OCC1=CC=CC=C1)(OCC1=CC=CC=C1)=O)CO